C(C)(C)(C)OC(=O)N1CC2NCCC2C1.ClC1=NC=C(C=C1Cl)SC 2,3-Dichloro-5-(methylthio)pyridine tert-Butyl-hexahydropyrrolo[3,4-b]pyrrole-5(1H)-carboxylate